ethyl 5-(5-cyano-2-cyclopropylphenyl)-1,3,4-oxadiazole-2-carboxylate C(#N)C=1C=CC(=C(C1)C1=NN=C(O1)C(=O)OCC)C1CC1